Phenyldimethylacetoxysilane C1(=CC=CC=C1)[Si](OC(C)=O)(C)C